t-butyl peroxyisobutyrate (tert-butyl peroxybutyrate) C(C)(C)(C)C(C(=O)OO)CC.C(C(C)C)(=O)OOC(C)(C)C